CC1=C(C(=CC(=C1)C)C)OC(C(=C)COCCP(=O)(O)O)=O 2-[4-(dihydroxyphosphoryl)-2-oxabutyl]-acrylic acid 2,4,6-trimethylphenyl ester